5-bromobenzo[d][1,3]thiazole BrC=1C=CC2=C(N=CS2)C1